ClC1=C(C=NN1C)NC1=NC=CC(=N1)C1=CC=CC(=N1)N1C(=NC=C1)C1(C(N(CC1)C)=O)O 3-(1-(6-(2-((5-chloro-1-methyl-1H-pyrazol-4-yl)amino)pyrimidin-4-yl)pyridin-2-yl)-1H-imidazol-2-yl)-3-hydroxy-1-methylpyrrolidin-2-one